C1(=CC=CC=C1)C1=NC(=CC(=N1)C=1C(=C(C#N)C(=C(C1N1C2=C(C3=CC=CC=C13)C=CC=N2)N2C1=C(C3=CC=CC=C23)C=CC=N1)N1C2=C(C3=CC=CC=C13)C=CC=N2)N2C1=C(C3=CC=CC=C23)C=CC=N1)C1=CC=CC=C1 3-(2,6-diphenylpyrimidin-4-yl)-2,4,5,6-tetrakis(9H-pyrido[2,3-b]indol-9-yl)benzonitrile